ClC1=C(C=C(C=C1)OC(F)(F)F)NC(OC1=CC=CC=C1)=O phenyl (2-chloro-5-(trifluoromethoxy)phenyl)carbamate